3-[5-(3,3-difluoro-4-piperidinyl)-3-methyl-2-oxo-benzimidazol-1-yl]piperidine-2,6-dione FC1(CNCCC1C1=CC2=C(N(C(N2C)=O)C2C(NC(CC2)=O)=O)C=C1)F